5-(1H-Pyrazol-4-yl)-2-[7-(2,2,6,6-tetramethylpiperidin-4-yl)-7H-imidazo[4,5-c]pyridazin-3-yl]pyridin-3-ol-Dihydrochlorid Cl.Cl.N1N=CC(=C1)C=1C=C(C(=NC1)C1=CC2=C(N=N1)N(C=N2)C2CC(NC(C2)(C)C)(C)C)O